N,N-dimethyl-3-(5H-pyrido[3'',4'':4',5']pyrrolo[3',2':4,5]imidazo[1,2-c]pyrimidin-5-yl)benzamide CN(C(C1=CC(=CC=C1)N1C2=C(C=3N=C4N(C=NC=C4)C31)C=NC=C2)=O)C